N,N-dimethyl-beta-hydroxyethyl-octadecanoamide CN(C(C(CCCCCCCCCCCCCCCC)CCO)=O)C